tert-butyl (1-(8-iodopyrido[2,3-e][1,2,4]triazolo[4,3-a]pyrazin-4-yl)azetidin-3-yl)(methyl)carbamate IC1=CC2=C(N=C(C=3N2C=NN3)N3CC(C3)N(C(OC(C)(C)C)=O)C)N=C1